platinum (0) vinyltetramethyldisiloxane C(=C)[SiH](O[Si](C)(C)C)C.[Pt]